N=1N(N=C2C1C=CC=C2)C2=C(C(=CC(=C2)C)CC=C)O 2-(2H-benzotriazole-2-yl)-4-methyl-6-(2-propenyl)phenol